ClC=1C(=C2C=NNC2=C(C1F)NC1CCC1)C=1N=CC=2N(C1)C=C(N2)NC(=O)C2C(C2)F N-(6-(5-chloro-7-(cyclobutylamino)-6-fluoro-1H-indazol-4-yl)imidazo[1,2-a]pyrazin-2-yl)-2-fluorocyclopropane-1-carboxamide